2-(2-hydroxy-3,5-di-tertamylphenyl)benzotriazole OC1=C(C=C(C=C1C(C)(C)CC)C(C)(C)CC)N1N=C2C(=N1)C=CC=C2